ClC1=CC=CC=2SC(=C(C21)COC2=C(C(=C(C=C2)C#N)F)F)C(=O)OCC ethyl 4-chloro-3-((4-cyano-2,3-difluorophenoxy)methyl)benzo[b]thiophene-2-carboxylate